O(C1=CC=CC=C1)CCO 2-phenoxy-1-ethanol